ClC1=C(C=CC(=N1)NC(=O)[C@H](C(C1CC1)C1CC1)NC(=O)C=1N(N=CC1)C(C)C)C=1C(=NN(C1C)COCC[Si](C)(C)C)C N-[(1S)-1-[[6-chloro-5-[3,5-dimethyl-1-(2-trimethylsilylethoxymethyl)pyrazol-4-yl]-2-pyridyl]carbamoyl]-2,2-dicyclopropyl-ethyl]-2-isopropyl-pyrazole-3-carboxamide